C(C)SC=1C=C(C=C(C1)F)NC(=O)C=1SC=C(C1)C1=CC=CC=C1 N-(3-(ethylsulfanyl)-5-fluorophenyl)-4-phenylthiophene-2-carboxamide